Fmoc-Glycinol C(=O)(OCC1C2=CC=CC=C2C2=CC=CC=C12)NCCO